6-(5-Fluoro-6-methoxy-3-pyridyl)-N-[(2-oxo-1H-pyridin-3-yl)sulfonyl]-2-[(4S)-2,2,4-trimethylpyrrolidin-1-yl]pyridin-3-carboxamid FC=1C=C(C=NC1OC)C1=CC=C(C(=N1)N1C(C[C@@H](C1)C)(C)C)C(=O)NS(=O)(=O)C=1C(NC=CC1)=O